C(#N)C=1C=CC(=C(C1)NS(=O)(=O)C=1C=C(C(=O)O)C=CC1C1CC1)C=1SC(=CC1)F 3-(N-(5-cyano-2-(5-fluorothiophen-2-yl)phenyl)sulfamoyl)-4-cyclopropylbenzoic acid